1-(6-hydrazino-4-methylpyridin-3-yl)pyrrolidin-2-one 1,3-dioxoisoindolin-2-yl-2-acetamidopentanoate O=C1N(C(C2=CC=CC=C12)=O)C(C(=O)O)(CCC)NC(C)=O.N(N)C1=CC(=C(C=N1)N1C(CCC1)=O)C